5-(5-(((2-(1H-Pyrazol-4-yl)-6-(trifluoromethyl)pyridin-4-yl)amino)methyl)pyrimidin-2-yl)-2-fluorobenzonitrile N1N=CC(=C1)C1=NC(=CC(=C1)NCC=1C=NC(=NC1)C=1C=CC(=C(C#N)C1)F)C(F)(F)F